(4-{5-amino-6-[1-(2-chloro-3,6-difluoro-phenyl)-ethoxy]-pyrazin-2-yl}-phenyl)-((R)-2-pyrrolidin-1-ylmethyl-pyrrolidin-1-yl)-methanone NC=1N=CC(=NC1OC(C)C1=C(C(=CC=C1F)F)Cl)C1=CC=C(C=C1)C(=O)N1[C@H](CCC1)CN1CCCC1